C(C)C=1N=C(C2=C(N1)OC(=C2C(=O)NCC2=CC(=CC=C2)OC)C)NC2(CC2)C ethyl-N-[(3-methoxyphenyl)methyl]-6-methyl-4-[(1-methylcyclopropyl)amino]furo[2,3-d]pyrimidine-5-carboxamide